2-(5-(((1R,2S,3S,5S)-2-fluoro-1,5-dimethyl-9-azabicyclo[3.3.1]nonan-3-yl)(methyl)amino)pyrazin-2-yl)-5-(1H-pyrazol-4-yl)phenol F[C@@H]1[C@]2(CCC[C@@](C[C@@H]1N(C=1N=CC(=NC1)C1=C(C=C(C=C1)C=1C=NNC1)O)C)(N2)C)C